trans-imidazoline N1C=NCC1